C1N(CCC2=CC=CC=C12)C(=O)C=1C(=C2C=CC(OC2=CC1CCCCC)(CCC=C(C)C)C)O (3,4-dihydroisoquinolin-2(1H)-yl)(5-hydroxy-2-methyl-2-(4-methylpent-3-en-1-yl)-7-pentyl-2H-chromen-6-yl)methanone